ClC1=C(C(=NC=C1)N1C(C=2N(C=3CCCCC3C2F)CC1)=O)CO 2-(4-Chloro-3-(hydroxymethyl)pyridin-2-yl)-10-fluoro-3,4,6,7,8,9-hexahydropyrazino[1,2-a]indol-1(2H)-one